3-(3-((8-chloro-[1,2,4]triazolo[4,3-a]pyridin-3-yl)thio)propoxy)-7-methoxy-2-(4-chlorophenyl)-4H-chromen-4-one ClC=1C=2N(C=CC1)C(=NN2)SCCCOC2=C(OC1=CC(=CC=C1C2=O)OC)C2=CC=C(C=C2)Cl